COC1=C(OC2CN(C2)C2C(CCC2)OC=2C=C3CN(C(C3=CC2)=O)C2C(NC(CC2)=O)=O)C=CC=C1 3-(5-((2-(3-(2-methoxyphenoxy)azetidin-1-yl)cyclopentyl)oxy)-1-oxoisoindolin-2-yl)piperidine-2,6-dione